3-[8-(difluoromethoxy)-4,4-dimethyl-1-oxo-2,3-dihydroisoquinolin-6-yl]-2-methyl-6-(1-methylpyrazol-4-yl)indazole-4-carbonitrile FC(OC=1C=C(C=C2C(CNC(C12)=O)(C)C)C=1N(N=C2C=C(C=C(C12)C#N)C=1C=NN(C1)C)C)F